C[C@@H]1N(C2=CC=CC=C2[C@@H](C1)NC1=CC=C(C(=O)O)C=C1)C(CC)=O 4-(((2S,4R)-2-methyl-1-propionyl-1,2,3,4-tetrahydroquinolin-4-yl)amino)benzoic acid